Bromo-N4-(pyridin-2-yl)-N2-(3,4,5-trimethoxyphenyl)pyrimidine-2,4-diamine BrC=1C(=NC(=NC1)NC1=CC(=C(C(=C1)OC)OC)OC)NC1=NC=CC=C1